ammonium pelargonate salt C(CCCCCCCC)(=O)[O-].[NH4+]